N-(3-chloro-5-methanesulfonamidophenyl)-1-[4-(piperazin-1-yl)pyridin-2-yl]-1H-pyrazole-4-carboxamide ClC=1C=C(C=C(C1)NS(=O)(=O)C)NC(=O)C=1C=NN(C1)C1=NC=CC(=C1)N1CCNCC1